(3-phenyl-1H-indenylidene)ruthenium C1(=CC=CC=C1)C1=CC(C2=CC=CC=C12)=[Ru]